Di-sec-butyl-peroxydicarbonate C(C)(CC)OC(=O)OOC(=O)OC(C)CC